C(C)(C)(C)OC(=O)NCCOCC1=C(C=CC(=C1)F)NC1=C(C(=O)O)C=C(C(=C1)C(F)(F)F)F 2-((2-((2-((tert-butoxycarbonyl)amino)ethoxy)methyl)-4-fluorophenyl)amino)-5-fluoro-4-(trifluoromethyl)benzoic acid